5,8-dichloro-2-[(4-methoxy-6-methyl-2-oxo-1,2-dihydro-pyridin-3-yl)methyl]-7-[methoxy(oxetan-3-yl)methyl]-3,4-dihydroisoquinolin-1(2H)-one ClC1=C2CCN(C(C2=C(C(=C1)C(C1COC1)OC)Cl)=O)CC=1C(NC(=CC1OC)C)=O